ClC(CS(=O)(=O)N)C(F)C1=C(C=CC=C1)NC=1C(=C2C(N(C=NC2=CC1)C)=O)C 2-chloro-3-((3,5-dimethyl-4-oxo-3,4-dihydroquinazolin-6-ylamino)phenyl)-3-fluoropropane-1-sulfonamide